N(=[N+]=[N-])C1=NC(=CC=C1)OC1CC1 2-azido-6-cyclopropoxypyridine